4-(5-[4-(5-cyclopropyl-1,2,4-oxadiazol-3-yl)phenyl]thiophen-2-ylmethyl)-2,4-dihydro-3H-1,2,4-triazol-3-one hydrochloride Cl.C1(CC1)C1=NC(=NO1)C1=CC=C(C=C1)C1=CC=C(S1)CN1C(NN=C1)=O